ClC=1C=CC(=CC1)OCC(F)F 5-chloro-2-(2,2-difluoroethoxy)benzene